C(CCC)N(C(=O)OCC=1C=C2C=CC(=NC2=CC1)N1CCOCC1)C(C)(C)C=1C=CC=2N(C1)N=CC2I (2-morpholinoquinolin-6-yl)methanol butyl-N-[1-(3-iodopyrazolo[1,5-a]pyridin-6-yl)-1-methyl-ethyl]carbamate